O=C1N(CCN1)CCCOC1=CC=C(OC2=CC(=CC=3N2C=NC3)C(=O)N)C=C1 5-[4-[3-(2-oxoimidazolidin-1-yl)propoxy]phenoxy]imidazo[1,5-a]pyridine-7-carboxamide